C12(CCC(C(C1)CO)C2)CO 5-norbornane-dimethanol